N2-[(9H-Fluoren-9-ylmethoxy)carbonyl]-D-lysin-2-propen-1-yl ester hydrochloride Cl.C(C=C)OC([C@H](NC(=O)OCC1C2=CC=CC=C2C=2C=CC=CC12)CCCCN)=O